6-(3-isopropyl-5-((1-(tetrahydro-2H-pyran-4-yl)piperidin-4-yl)oxy)-1H-indol-2-yl)-8-methyl-[1,2,4]triazolo[1,5-a]pyridine C(C)(C)C1=C(NC2=CC=C(C=C12)OC1CCN(CC1)C1CCOCC1)C=1C=C(C=2N(C1)N=CN2)C